2-(6-{4-fluoro-2-[2-(1,3,5-trimethyl-1H-pyrazol-4-yl)ethoxy]phenyl}imidazo[1,2-a]pyridin-3-yl)ethan-1-amine FC1=CC(=C(C=C1)C=1C=CC=2N(C1)C(=CN2)CCN)OCCC=2C(=NN(C2C)C)C